5-chloro-4'-methoxy-[1,1'-biphenyl] ClC=1C=CC=C(C1)C1=CC=C(C=C1)OC